C(C)OC(\C(=C\C(=O)C1=CC2=C(C=C(C3=C2C=C(O3)C)OC)S1)\CC)=O (E)-2-ethyl-4-(4-methoxy-2-methylthieno[3,2-E]benzofuran-7-yl)-4-oxobut-2-enoic acid ethyl ester